tert-butyl 6-amino-2-azaspiro[3.4]octane-2-carboxylate NC1CC2(CN(C2)C(=O)OC(C)(C)C)CC1